C(C)(C)(C)OC(=O)N1CCC2(CC(CO2)N2C=NC3=CC=C(C=C3C2=O)OC2=C(C(=CC=C2F)N)F)CC1.COP(=O)(OC)NC=1C(=CC=CC1)C dimethoxyphosphoryl-o-toluidine tert-butyl-3-[6-(3-amino-2,6-difluoro-phenoxy)-4-oxo-quinazolin-3-yl]-1-oxa-8-azaspiro[4.5]decane-8-carboxylate